N1(N=CC=C1)C1CN(C1)[C@@H]1[C@H](CCCC1)OC=1C=C2CN(C(C2=CC1)=O)C1C(NC(CC1)=O)=O 3-(5-(((1S,2S)-2-(3-(1H-pyrazol-1-yl)azetidin-1-yl)cyclohexyl)oxy)-1-oxoisoindolin-2-yl)piperidine-2,6-dione